CON(C(=O)C1=CC=C(C=C1)N\C(=C\1/C(NC2=CC(=CC=C12)C(=O)OC)=O)\C1=CC=CC=C1)C (Z)-Methyl 3-(((4-(methoxy(methyl)carbamoyl)phenyl)amino)(phenyl)methylene)-2-oxoindoline-6-carboxylate